C[C@H]1NCC2=C(C=3C=4C=CC(=NC4C=CC3S2)N2N=C(C=C2C=C)C(F)(F)F)NC1 (R)-10-methyl-3-(3-(trifluoromethyl)-5-vinyl-1H-pyrazol-1-yl)-9,10,11,12-tetrahydro-8H-[1,4]diazepino[5',6':4,5]thieno[3,2-f]quinolin